CNC(O[C@@H]1CC[C@H](CC1)C(N(C[C@@H]1CC[C@H](CC1)C1=NC(=C(C=C1)OC)C)C1=NC=CC(=C1)C1=CN=C(S1)C(C)C)=O)=O trans-4-((4-(2-Isopropylthiazol-5-yl) pyridin-2-yl)((trans-4-(5-methoxy-6-methylpyridin-2-yl)cyclohexyl)methyl) carbamoyl)cyclohexyl methylcarbamate